C1C2CC3CC1CC(C2)(C3)[NH3+] The molecule is an ammonium ion derivative and a member of adamantanes. It is a conjugate acid of an amantadine. It derives from a hydride of an adamantane.